ClC=1C=CC(=C(C1)O)C=1N=NC(=C2C1C=NC=C2)NC2COCC2(C)C 5-chloro-2-(1-((4,4-dimethyltetrahydrofuran-3-yl)amino)pyrido[3,4-d]pyridazin-4-yl)phenol